NC1=C2C(=NC=N1)N(N=C2C)C(C)C=2C(=C(C(=C(C2)Cl)C)C2CN(C2)C[C@H](C)O)OC (2S)-1-(3-{3-[1-(4-Amino-3-methyl-1H-pyrazolo[3,4-d]pyrimidin-1-yl)ethyl]-5-chloro-2-methoxy-6-methylphenyl}azetidin-1-yl)propan-2-ol